C(CCC)N1C(C2=CN=CC=C2C(=C1)C1=CC=C(O[C@H]2CC[C@H](CC2)OC2CCN(CC2)C(=O)OCC2=CC=CC=C2)C=C1)=O Benzyl 4-(((cis)-4-(4-(2-butyl-1-oxo-1,2-dihydro-2,7-naphthyridin-4-yl)phenoxy)cyclohexyl)oxy)piperidine-1-carboxylate